ClC=1C=C(C(=O)NC2=C(C3=C(CN(CC3)C)S2)C(=O)NCCC2=C(C=CC=C2)OC)C=CC1O 2-(3-chloro-4-hydroxybenzoylamino)-N-(2-methoxyphenylethyl)-6-methyl-4,5,6,7-tetrahydrothieno[2,3-C]pyridine-3-carboxamide